[Cl-].C(C#C)OC[N+](CC1=CC=CC=C1)(CCCC)COCC#C di(propargyloxymethyl)butyl-benzyl-ammonium chloride